N-(5-Bromo-2-(3-(dimethylamino)propoxy)pyridin-3-yl)thiophene-3-sulfonamide BrC=1C=C(C(=NC1)OCCCN(C)C)NS(=O)(=O)C1=CSC=C1